Thioacetamide S-Oxide C(C)(=S=O)N